C(=O)C1=C(C=CC=C1)C1=NC(=NC(=N1)C1=C(C=CC=C1)C=O)C1=C(C=CC=C1)C=O 2,4,6-tris(formylphenyl)-1,3,5-triazine